((2R,6R)-2,6-dimethyl-4-(1H-pyrrolo[2,3-b]pyridine-6-carbonyl)piperazin-1-yl)(2-fluoro-4-methoxyphenyl)methanone carbon fluorine [F].[C].C[C@H]1N([C@@H](CN(C1)C(=O)C1=CC=C2C(=N1)NC=C2)C)C(=O)C2=C(C=C(C=C2)OC)F